FC1=CC=C(C=C1)[C@H](C)NC1=NC(=CC(=N1)NC1=NC=CN=C1)N1CC(C1)N1CCN(CC1)C (S)-N2-[1-(4-fluorophenyl)ethyl]-6-[3-(4-methylpiperazin-1-yl)azetidin-1-yl]-N4-(pyrazine-2-yl)pyrimidine-2,4-diamine